FC=1C(=C(C=CC1)N1CC2=C(CCC1)C(=NC(=N2)OC[C@H]2N(CCC2)C)N2C[C@@H](NCC2)CC#N)C(F)(F)F 2-[(2S)-4-[8-[3-fluoro-2-(trifluoromethyl)phenyl]-2-[[(2S)-1-methylpyrrolidin-2-yl]methoxy]-5,6,7,9-tetrahydropyrimido[4,5-c]azepin-4-yl]piperazin-2-yl]acetonitrile